ClC=1C=C(C(=NC1OCC=1C(=C(C=CC1)C1=C(C(=CC=C1)C1=CC=C(C=C1)C(CN(C)C)O)C)C)OCC=1C=NC=C(C#N)C1)CNCCO 5-(((5-chloro-6-((4''-(2-(dimethylamino)-1-hydroxyethyl)-2,2'-dimethyl-[1,1':3',1''-terphenyl]-3-yl)methoxy)-3-(((2-hydroxyethyl)amino)methyl)pyridin-2-yl)oxy)methyl)nicotinonitrile